BrC1=CC2=C(N=C(O2)[C@H]2N(CCC3=C2N=CN3)C(CC3CC3)=O)C=C1 (S)-1-(4-(6-bromobenzo[d]oxazol-2-yl)-6,7-dihydro-1H-imidazo[4,5-c]pyridin-5(4H)-yl)-2-cyclopropylethanone